(1R,2R,3R)-N-(8-amino-7-fluoro-6-(4-methylpyridin-3-yl)isoquinolin-3-yl)-2-methyl-3-(1H-pyrazol-5-yl)cyclopropanecarboxamide NC=1C(=C(C=C2C=C(N=CC12)NC(=O)[C@@H]1[C@@H]([C@H]1C1=CC=NN1)C)C=1C=NC=CC1C)F